COCCCN 3-methoxyprop-1-ylamine